C(C)(=O)OC(CCCCCCCCCCCCCCCCCCCCCCCCCCCCCC)CCCCCCCCCCC dotetracontan-31-yl acetate